methyl 7-bromoquinoline-4-carboxylate BrC1=CC=C2C(=CC=NC2=C1)C(=O)OC